CC=1NC=C[NH+]1 methylimidazolium